C(CCC)[C@H]1C[C@@H]2[C@H](N(OC2(C)C)C)CC1 |r| rac-(3aR,5R,7aR)-5-butyl-1,3,3-trimethyloctahydrobenzo[c]isoxazole